5-nitro-2-(2H-1,2,3-triazole-2-yl)-3-(trifluoromethyl)pyridine [N+](=O)([O-])C=1C=C(C(=NC1)N1N=CC=N1)C(F)(F)F